3,5-difluoro-pyridine FC=1C=NC=C(C1)F